4-(2-{5-[(1R,4R,7R)-7-amino-2-azabicyclo[2.2.1]heptane-2-carbonyl]-7-methoxy-1-methyl-1H-1,3-benzodiazol-2-yl}-1-(cyclopropylmethyl)-1H-pyrrolo[2,3-b]pyridin-6-yl)-2,6-difluorophenol N[C@H]1[C@@H]2N(C[C@H]1CC2)C(=O)C2=CC1=C(N(C(=N1)C1=CC=3C(=NC(=CC3)C3=CC(=C(C(=C3)F)O)F)N1CC1CC1)C)C(=C2)OC